(±)-cis-4-(hydroxymethyl)-2-phenyl-1,3-dioxane OC[C@@H]1O[C@@H](OCC1)C1=CC=CC=C1 |r|